FC(C=1C=C(C=CC1)NC=1C=NC2=CC=CC=C2C1)(F)F N-(3-(trifluoromethyl)phenyl)quinoline-3-amine